4-chloro-2-(1-(oxetan-3-yl)-1H-pyrazol-4-yl)-1-p-toluenesulfonyl-1H-pyrrole ClC=1C=C(N(C1)S(=O)(=O)C1=CC=C(C)C=C1)C=1C=NN(C1)C1COC1